7-(3-(Dimethylamino)prop-1-yn-1-yl)-1-methyl-1H-pyrrolo[2,3-d]pyridazin-4-amine CN(CC#CC=1N=NC(=C2C1N(C=C2)C)N)C